CC1=C(C=2N(C=C1C1=C(C=3C(=CN=C(C3C)N3CCC(CC3)NCC(C)(C)OC)N1)C(C)C)N=CN2)C 1-(2-(7,8-dimethyl-[1,2,4]triazolo[1,5-a]pyridin-6-yl)-3-isopropyl-4-methyl-1H-pyrrolo[2,3-c]pyridin-5-yl)-N-(2-methoxy-2-methylpropyl)piperidin-4-amine